(R)-N-(1-(3-(difluoro(1-isopropylpiperidin-4-yl)methyl)phenyl)ethyl)-6-(4-isopropylpiperazin-1-yl)-7-methoxy-2-methylpyrido[2,3-d]pyrimidin-4-amine FC(C=1C=C(C=CC1)[C@@H](C)NC=1C2=C(N=C(N1)C)N=C(C(=C2)N2CCN(CC2)C(C)C)OC)(C2CCN(CC2)C(C)C)F